N1N=CC2=CC=C(C=C12)CN(C=1C=C(CN2C(CNC(C2)=O)=O)C=CC1)CC1=CC(=CC=C1)OC 1-(3-(((1H-indazol-6-yl)methyl)(3-methoxybenzyl)amino)benzyl)piperazine-2,5-dione